(E)-2-amino-N-(4-methyl-5-(3-(2-(pyridin-2-yl)vinyl)-1H-indazole-6-Yl)thiazol-2-yl)-4-(methylthio)butanamide NC(C(=O)NC=1SC(=C(N1)C)C1=CC=C2C(=NNC2=C1)\C=C\C1=NC=CC=C1)CCSC